N[C@H](C)C(=O)N=[S@@](=O)(C)C=1C=C(C=CC1)NC(C1=C(N=CC(=C1C)C=1C=NN(C1)C)N1CCC(CCC1)(F)F)=O N-(3-((R)-N-(D-alanyl)-S-methylsulfonimidoyl)phenyl)-2-(4,4-difluoroazepan-1-yl)-4-methyl-5-(1-methyl-1H-pyrazol-4-yl)nicotinamide